C(C=C)(=O)OCCOC(=O)NC1=CC=C(C=C1)CC1=CC=C(C=C1)NC(=O)OCCOC(C=C)=O (((methylenebis(4,1-phenylene))bis(azanediyl))bis(carbonyl))bis((oxy))bis(ethane-2,1-diyl) diacrylate